OC1=CC(=NC=N1)N1N=C2C=3C=CN=C(CCCCC(C(NC2=C1)=O)C)C3 4-(6-hydroxypyrimidin-4-yl)-9-methyl-3,4,7,15-tetraazatricyclo[12.3.1.02,6]Octadecan-1(18),2,5,14,16-pentaen-8-one